(5-chloro-2-pyridyl)oxalamide bismesylate S(C)(=O)(=O)O.S(C)(=O)(=O)O.ClC=1C=CC(=NC1)NC(C(=O)N)=O